ClC1=C(C=C(C=C1)C1(CCNCC1)NS(=O)(=O)C1=CC=C(C=C1)OC(F)(F)F)F N-(4-(4-chloro-3-fluorophenyl)piperidin-4-yl)-4-(trifluoromethoxy)benzene-sulfonamide